(2R,8S)-2-fluoro-1,2,3,5,6,7-hexahydropyrrolizin F[C@@H]1CC2CCCN2C1